2-hydroxy-2-phenyl-naphthalene OC1(CC2=CC=CC=C2C=C1)C1=CC=CC=C1